OB(C1=CC(=C(CN(C(=O)C=2C=CC(=C(C2)B(O)O)F)CCCC[C@@H](C(=O)N)N)C=C1)OC)O (S)-(5-((4-dihydroxyboryl-2-methoxybenzyl)(5,6-diamino-6-oxohexyl)carbamoyl)-2-fluorophenyl)boronic acid